Tert-butyl 5-(4-(3-(2,4-dioxotetrahydropyrimidin-1(2H)-yl)-1-methyl-1H-indazol-6-yl)piperazin-1-yl)pentanoate O=C1N(CCC(N1)=O)C1=NN(C2=CC(=CC=C12)N1CCN(CC1)CCCCC(=O)OC(C)(C)C)C